FC=1C2=C(C(=NC1)C1=CC=C(C(=O)N[C@@H]3CC[C@H](CC3)O)C=C1)C=CN2 4-(7-Fluoro-1H-pyrrolo[3,2-c]pyridin-4-yl)-N-(trans-4-hydroxycyclohexyl)benzamide